C(C)(C)(C)OC(N(C)[C@H]1C[C@@H](OC[C@@H]1OC)C(=O)N1[C@H](C2=CC=CC=C2CC1)C1=CC=C(C=C1)F)=O ((2r,4S,5r)-2-((S)-1-(4-fluorophenyl)-1,2,3,4-tetrahydroisoquinoline-2-carbonyl)-5-methoxytetrahydro-2H-pyran-4-yl)(methyl)carbamic acid tert-butyl ester